[C@H]1([C@H](CCCC1)NCC1=NC2=C(C=CC=C2C=C1)O)NCC1=NC2=C(C=CC=C2C=C1)O 2,2'-((((1S,2S)-cyclohexane-1,2-diyl)bis(azanediyl))bis(methylene))bis(quinolin-8-ol)